(2S,4S,6S)-2-methyl-6-(1-methyltriazol-4-yl)-4-[4-(trifluoromethyl)-3-pyridinyl]piperidin-4-ol C[C@@H]1N[C@@H](C[C@](C1)(O)C=1C=NC=CC1C(F)(F)F)C=1N=NN(C1)C